C(C1=CC=CC=C1)N(CC1=CC=CC=C1)CC1=CC=CC=C1 tribenzylamine